(3aR,4S,7R,7aS)-8-((6-methoxypyridin-3-yl)methyl)octahydro-1H-4,7-epiminoisoindole hydrochloride Cl.COC1=CC=C(C=N1)CN1[C@@H]2[C@H]3CNC[C@H]3[C@H]1CC2